phenyl-(1-(3-trifluoromethyl-1H-pyrazol-1-yl)cyclopropyl)methanone C1(=CC=CC=C1)C(=O)C1(CC1)N1N=C(C=C1)C(F)(F)F